FC1(CC(C1)(C)CN1N=C(C(=C1C(=O)NC1=CC(=[N+](C=C1)[O-])S(=O)(=N)C)C)C(C)(F)F)F 4-(1-((3,3-difluoro-1-methylcyclobutyl)methyl)-3-(1,1-difluoroethyl)-4-methyl-1H-pyrazole-5-carboxamido)-2-(S-methylsulfonimidoyl)pyridine 1-oxide